tertbutyl 2-cyanoethyl carbonate C(OC(C)(C)C)(OCCC#N)=O